2-(4-((4-chlorobenzyl)oxy)-2-((tetrahydro-2H-pyran-2-yl)oxy)phenyl)-4-(trifluoromethyl)pyrimidine ClC1=CC=C(COC2=CC(=C(C=C2)C2=NC=CC(=N2)C(F)(F)F)OC2OCCCC2)C=C1